(6R,15R)-9-fluoro-15-methyl-2,11,16,20,21,24-hexazapentacyclo[16.5.2.02,6.07,12.021,25]pentacosa-1(24),7(12),8,10,18(25),19,22-heptaen-17-one FC1=CC=2[C@H]3CCCN3C=3C=CN4N=CC(C(N[C@@H](CCC2N=C1)C)=O)=C4N3